O=C1N(CCC(N1)=O)C=1C=CC(=NC1)CN1CCN(CC1)C1CCN(CC1)C1=CC=C(C(=O)NC2=CC(=C(C=C2)C)NC2=NC=CC(=N2)C=2C=NC=CC2)C=C1 4-(4-(4-((5-(2,4-dioxotetrahydropyrimidin-1(2H)-yl)pyridin-2-yl)methyl)piperazin-1-yl)piperidin-1-yl)-N-(4-methyl-3-((4-(pyridin-3-yl)pyrimidin-2-yl)amino)phenyl)benzamide